BrCC(=O)C1=CC=C(S1)CN(C(OC(C)(C)C)=O)C tert-butyl ((5-(2-bromoacetyl)thiophen-2-yl)methyl)(methyl)carbamate